1-{5-[(2,5-difluorobenzyl)oxy]-1-(3,3-dimethylbutyl)-1H-pyrazol-3-yl}-N-(2H3)methyl(2H2)methanamine FC1=C(COC2=CC(=NN2CCC(C)(C)C)C(NC([2H])([2H])[2H])([2H])[2H])C=C(C=C1)F